ClC1=CN=C(S1)C=1C=C(C(=O)N[C@H](C)C=2N=NC(=CC2)C)C=C(C1)OC[C@@H]1COCC1 3-(5-chloro-1,3-thiazol-2-yl)-N-[(1R)-1-(6-methylpyridazin-3-yl)ethyl]-5-[(3S)-tetrahydrofuran-3-ylmethoxy]benzamide